C(#N)C=1C(=NC(=C(C1)F)C=1C=NN2C1N=C(C(=C2)OC)C(C)(C)O)N[C@H]2CN(CCC2)C(=O)OC(C)(C)C tert-butyl (R)-3-((3-cyano-5-fluoro-6-(5-(2-hydroxypropan-2-yl)-6-methoxypyrazolo[1,5-a]pyrimidin-3-yl)pyridin-2-yl)amino)piperidine-1-carboxylate